C(C1=CC=CC=C1)[C@@](CC(F)(F)F)(C)NC(=O)C=1C=NC2=C(C(=CC=C2C1)F)F N-[(1R)-1-benzyl-3,3,3-trifluoro-1-methyl-propyl]-7,8-difluoro-quinoline-3-carboxamide